C1(CCCCC1)NC1=NC(=NC2=CC=CC=C12)NC1=CC=C(C=C1)F N4-cyclohexyl-N2-(4-fluorophenyl)quinazoline-2,4-diamine